2,3,5-trichloro-4-(hydroxymethyl)phenol ClC1=C(C=C(C(=C1Cl)CO)Cl)O